[3-(propan-2-yl)bicyclo[1.1.1]pentan-1-yl]acetamide CC(C)C12CC(C1)(C2)CC(=O)N